BrC=1N=C(C(=NC1)\C(\C)=N/S(=O)C(C)(C)C)C (Z)-N-(1-(5-bromo-3-methylpyrazin-2-yl)ethylidene)-2-methylpropane-2-sulfinamide